3-methoxy-4-[4-(trifluoromethyl)-1H-imidazol-2-yl]benzonitrile COC=1C=C(C#N)C=CC1C=1NC=C(N1)C(F)(F)F